N-(4-(1-methoxyethyl)-1,5-naphthyridin-3-yl)-N'-(6-(2H-1,2,3-triazol-2-yl)-5-(trifluoromethyl)pyridin-3-yl)urea COC(C)C1=C(C=NC2=CC=CN=C12)NC(=O)NC=1C=NC(=C(C1)C(F)(F)F)N1N=CC=N1